1-oleoyl-3-palmitoyl-glycerol [(1R,2S,5R)-5-methyl-2-propan-2-ylcyclohexyl]2-hydroxypropanoate C[C@@H]1CC[C@H]([C@@H](C1)C(C(=O)OC(COC(CCCCCCC\C=C/CCCCCCCC)=O)COC(CCCCCCCCCCCCCCC)=O)(C)O)C(C)C